(7S)-7-tert-butyl-N-[(1R)-1-[6-(2-hydroxyethoxy)-3-pyridyl]-3-(4-hydroxy-1-piperidyl)propyl]-5,6,7,8-tetrahydrothiazolo[5,4-b]quinoline-2-carboxamide C(C)(C)(C)[C@@H]1CC=2C=C3C(=NC2CC1)SC(=N3)C(=O)N[C@H](CCN3CCC(CC3)O)C=3C=NC(=CC3)OCCO